C(C1=CC=CC=C1)(=O)C1=NC2=CC=C(C=C2C(N1)=O)N 2-benzoyl-6-amino-4(3H)-quinazolinone